CN(C/C=C/C(=O)NC1=CC=C(C=C1)C(=O)N1C[C@@H](CC1)NC1=NC2=CC=CC=C2C=N1)C (R,E)-4-(dimethylamino)-N-(4-(3-(quinazolin-2-ylamino)pyrrolidine-1-carbonyl)phenyl)but-2-enamide